3-bromo-6-methoxy-2-methyl-5-(Trifluoromethyl)pyridine BrC=1C(=NC(=C(C1)C(F)(F)F)OC)C